phenazine silver salt [Ag].C1=CC=CC2=NC3=CC=CC=C3N=C12